8-oxo-7,8-dihydro-deoxyguanosine triphosphate P(O)(=O)(OP(=O)(O)OP(=O)(O)O)OC[C@@H]1[C@H](C[C@@H](O1)N1C(NC=2C(=O)NC(N)=NC12)=O)O